rel-(2r,4'r)-4-chloro-4'-[(dimethylamino)methyl]-N-[(4-methoxy-6-methyl-2-oxo-1H-pyridin-3-yl)methyl]-7-methylspiro[1,3-benzodioxole-2,1'-cyclohexane]-6-carboxamide ClC1=CC(=C(C=2OC3(CCC(CC3)CN(C)C)OC21)C)C(=O)NCC=2C(NC(=CC2OC)C)=O